5-(1-(cyclopropylmethyl)piperidin-4-yl)-2-(5-(7,8-dimethyl-[1,2,4]triazolo[1,5-a]pyridin-6-yl)-4-(2,2,2-trifluoroethyl)-1H-pyrazol-3-yl)-4-methylthiazole C1(CC1)CN1CCC(CC1)C1=C(N=C(S1)C1=NNC(=C1CC(F)(F)F)C=1C(=C(C=2N(C1)N=CN2)C)C)C